5-(2-chloro-3-((3R,9aS)-3-(3-chloro-4-fluorophenyl)octahydropyrazino[2,1-c][1,4]oxazine-8-carbonyl)phenyl)-6-methylpyridin-2(1H)-one ClC1=C(C=CC=C1C(=O)N1C[C@H]2CO[C@@H](CN2CC1)C1=CC(=C(C=C1)F)Cl)C=1C=CC(NC1C)=O